NC1=C(C=C(C=C1)B(O)O)F 4-amino-3-fluorophenyl-boronic acid